{3-[(Di-t-Butoxyphosphoryl)oxy]phenyl}acetic acid C(C)(C)(C)OP(=O)(OC(C)(C)C)OC=1C=C(C=CC1)CC(=O)O